ClC1=CC=C(C=N1)N[C@H](C)C=1C=C(C=C2C(C(=C(OC12)C1=CC=C(C=C1)C1CN(C1)C(=O)OC(C)(C)C)C)=O)C tert-Butyl 3-[4-[8-[(1R)-1-[(6-chloro-3-pyridyl)amino]ethyl]-3,6-dimethyl-4-oxo-chromen-2-yl]phenyl]azetidine-1-carboxylate